(R)-4-(7-(3,3-difluorocyclobutyl)-2-(1H-pyrazol-3-yl)-6,7,8,9-tetrahydro-1,3,7,9a-tetraazabenzo[cd]azulen-4-yl)-3-methylmorpholine FC1(CC(C1)N1CC=2C3=C(C(=NN3CC1)C1=NNC=C1)N=C(C2)N2[C@@H](COCC2)C)F